N1(N=NN=C1)CCC(=O)OC methyl 3-(1H-1,2,3,4-tetrazol-1-yl)propanoate